5-({1,3-dioxo-2-[(3R)-pyrrolidine-3-carbonyl]-2,3-dihydro-1H-inden-5-yl}oxy)-2-[(2R)-pyrrolidine-2-carbonyl]-2,3-dihydro-1H-indene-1,3-dione O=C1C(C(C2=CC(=CC=C12)OC=1C=C2C(C(C(C2=CC1)=O)C(=O)[C@@H]1NCCC1)=O)=O)C(=O)[C@H]1CNCC1